N-[2-methyl-1-pyrimidin-5-ylpropyl]-5-[5-(trifluoromethyl)-1,2,4-oxadiazol-3-yl]pyrimidin-2-amine CC(C(C=1C=NC=NC1)NC1=NC=C(C=N1)C1=NOC(=N1)C(F)(F)F)C